(Z)-3-((3-butyl-7-(ethylthio)-5-(4-fluorophenyl)-1,1-dioxido-2,3,4,5-tetrahydro-1,5-benzothiazepin-8-yl)oxy)-2-fluoroacrylic acid C(CCC)C1CS(C2=C(N(C1)C1=CC=C(C=C1)F)C=C(C(=C2)O\C=C(\C(=O)O)/F)SCC)(=O)=O